[(1R)-1-[5-[[(2S)-2-[[4-[[5-chloro-4-[6-[(4-cyanotetrahydropyran-4-yl)methylamino]-2-pyridyl]-2-pyridyl]amino]cyclohexyl]amino]propoxy]methyl]tetrazol-1-yl]ethyl]ethyl carbonate C(OCC[C@@H](C)N1N=NN=C1COC[C@H](C)NC1CCC(CC1)NC1=NC=C(C(=C1)C1=NC(=CC=C1)NCC1(CCOCC1)C#N)Cl)([O-])=O